Z-1-chloro-6,6-dimethyl-2-hepten-4-yne ClC\C=C/C#CC(C)(C)C